BrC=1SC2=C3C(CCCOC13)=C(NC2=O)CCl 1-bromo-5-(chloromethyl)-4,6,7,8-tetrahydro-3H-9-oxa-2-thia-4-azabenzo[cd]azulen-3-one